FC1=C(C=C(C(=C1)F)[N+](=O)[O-])B1OC(CN(CC(O1)=O)C)=O 2-(2,4-difluoro-5-nitrophenyl)-6-methyl-1,3,6,2-dioxazaborocane-4,8-dione